Methyl 3-(N-(2-((tert-butoxycarbonyl)amino)-4-chloro-5-cyanophenyl)sulfamoyl)-4-cyclopropylbenzoate C(C)(C)(C)OC(=O)NC1=C(C=C(C(=C1)Cl)C#N)NS(=O)(=O)C=1C=C(C(=O)OC)C=CC1C1CC1